C(C)(C)(C)OC(=O)N1C(OCC1\C=C\C1=CN=C(S1)N)(C)C (E)-4-(2-(2-aminothiazol-5-yl)vinyl)-2,2-dimethyloxazolidine-3-carboxylic acid tert-butyl ester